1-(4-bromo-2,6-difluorobenzyl)-8-ethoxypyrido[2,3-h][1,6]naphthyridine-2(1H)-one BrC1=CC(=C(CN2C(C=CC3=CN=C4C(=C23)C=CC(=N4)OCC)=O)C(=C1)F)F